oxan-3-yl acetate trifluoroacetate FC(C(=O)O)(F)F.C(C)(=O)OC1COCCC1